C(C)(C)(C)OC(=O)NC=1N=C(N(C1)C)C(=O)NC1=CC=C(C=C1)C=1C=C(N(C1)C)C(=O)O 4-(4-(4-((tert-butoxycarbonyl)amino)-1-methyl-1H-imidazole-2-carboxamido)phenyl)-1-methyl-1H-pyrrole-2-carboxylic acid